(8S)-8-methoxy-5-oxa-2-azaspiro[3.4]octane-2-carboxylic acid t-butyl ester C(C)(C)(C)OC(=O)N1CC2(C1)OCC[C@@H]2OC